C(CCC)(=O)OC=1C(=NC(=CC1)C=1N=NN(C1CO)C)CC (S)-1-(2-ethyl-6-(5-(hydroxymethyl)-1-methyl-1H-1,2,3-triazol-4-yl) pyridin-3-yl) butyrate